BrC1=C(C=CC=C1)NC(=O)NC1=CC=C(C=2NN=NC21)C#N N-(2-bromophenyl)-N'-(7-cyano-1H-benzotriazol-4-yl)urea